C(C)(=O)N1CCC(CC1)C(=O)NC1=CC2=C(NC(N2)=O)C=C1 1-Acetyl-N-(2-oxo-2,3-dihydro-1H-benzo[d]imidazol-5-yl)piperidine-4-carboxamide